4-{[2-carboxy-5-(4,4-dimethylpiperidin-1-yl)phenyl]carbamoyl}-6-hydroxybenzene C(=O)(O)C1=C(C=C(C=C1)N1CCC(CC1)(C)C)NC(=O)C1=CC=CC(=C1)O